3-[(4,5-dihydro-1H-imidazol-2-yl)amino]-propanoic acid N1C(=NCC1)NCCC(=O)O